1,3-dihydronaphthalene C1CCCC2=CC=CC=C12